C(C(C)C)C1=CC(=NN1C1=CC=CC=C1)CO (5-isobutyl-1-phenyl-pyrazol-3-yl)methanol